BrC=1N=NNC1[Si](C)(C)C 4-bromo-5-trimethylsilyl-1,2,3-triazole